C1(=CC=CC=C1)N1N2C(CC=3C=CC=CC13)CC1(C2=O)CCC1 5'-phenyl-1',5',10',10a'-tetrahydro-3'H-spiro[cyclobutane-1,2'-pyrrolo[1,2-b]cinnolin]-3'-one